C(C)N1N=C(C(=C1)C1=C(C(=CC=C1)O)C1C2=C(CNC1)SC(=C2)C#N)C(F)(F)F 4-(2-(1-ethyl-3-(trifluoromethyl)-1H-pyrazol-4-yl)-6-hydroxyphenyl)-4,5,6,7-tetrahydrothieno[2,3-c]pyridine-2-carbonitrile